7-(4-hydroxymethylphenyl)-1H-imidazo[4,5-c]quinolin-4-amine OCC1=CC=C(C=C1)C=1C=CC=2C3=C(C(=NC2C1)N)N=CN3